C(C(C)CC)O Activeamylalcohol